[1-(5-Bromothiophen-2-yl)ethoxy](tert-butyl)dimethylsilane BrC1=CC=C(S1)C(C)O[Si](C)(C)C(C)(C)C